C(C)(C)(C)N1N=CC(=C1)C(=O)NCC1=C(C(=C(C=C1)C1=NC=NN2C1=CC(=C2)N2CCOCC2)F)Cl 1-(tert-butyl)-N-(2-chloro-3-fluoro-4-(6-morpholinopyrrolo[2,1-f][1,2,4]triazin-4-yl)benzyl)-1H-pyrazole-4-carboxamide